COC(=O)C1=CC=C(C=C1)C(C[TeH])C 1-methoxycarbonyl-4-(1-methylhydrotelluro-ethyl)benzene